N[C@H]1CN(C[C@@H](C1)F)C(=O)C1=CC2=C(N(C(=N2)C2=CC=3C(=NC(=CC3)C3=CC=C(C=C3)N3C(CCC3)=O)N2CC2CC2)C)C(=C1)OC 1-[4-(2-{5-[(3R,5R)-3-amino-5-fluoropiperidine-1-carbonyl]-7-methoxy-1-methyl-1H-1,3-benzodiazol-2-yl}-1-(cyclopropylmethyl)-1H-pyrrolo[2,3-b]pyridin-6-yl)phenyl]pyrrolidin-2-one